bis(trifluoromethane)sulfonimide sodium salt [Na+].[N-](S(=O)(=O)C(F)(F)F)S(=O)(=O)C(F)(F)F